N1=CC=CC=2C(C(C3=CC=CN=C3C12)=O)=O Phenanthroline-5,6-dione